ClC=1C(=NC(=C(C1)Cl)Cl)C(=O)O 3,5,6-trichloropicolinic acid